7-fluoro-8-[(triisopropylsilyl)ethynyl]naphthalene-1,3-diol FC1=CC=C2C=C(C=C(C2=C1C#C[Si](C(C)C)(C(C)C)C(C)C)O)O